ClCC(CN1C(C2=CC=CC=C2C1=O)=O)O 2-(3-chloro-2-hydroxypropyl)isoindoline-1,3-dione